Icosyl (2S)-2-(((((2R,3S,5R)-5-(6-amino-2-fluoro-9H-purin-9-yl)-2-ethynyl-3-hydroxytetrahydrofuran-2-yl)methoxy)(phenoxy)phosphoryl)amino)-3-(3,5-difluorophenyl)propanoate NC1=C2N=CN(C2=NC(=N1)F)[C@H]1C[C@@H]([C@@](O1)(C#C)COP(=O)(OC1=CC=CC=C1)N[C@H](C(=O)OCCCCCCCCCCCCCCCCCCCC)CC1=CC(=CC(=C1)F)F)O